FC1=C(SC(=C1)C(C)(C)O)[S@](=O)(N)=NC(NC1=C2C(=NC(=C1C)C1(CC1)F)CCC2)=O (S)-3-fluoro-N'-((2-(1-fluorocyclopropyl)-3-methyl-6,7-dihydro-5H-cyclopenta[b]pyridin-4-yl)carbamoyl)-5-(2-hydroxypropan-2-yl)thiophene-2-sulfonimidamide